N-benzyl-2-(3-phenyloxetan-3-yl)propylamine C(C1=CC=CC=C1)NCC(C)C1(COC1)C1=CC=CC=C1